3-(3-formyl-1H-pyrrol-yl)propanoic acid C(=O)C1=CN(C=C1)CCC(=O)O